[CH-]1C=CC=C1.[CH-]1C=CC=C1.[Fe+2]=S ferrocene sulphide